CC1=C(C(=O)NC2(CC2)C2=C3C=CC=NC3=CC=C2)C=C(C=C1)OC[C@@H]1N(CC1)C (R)-2-Methyl-5-((1-methylazetidin-2-yl)methoxy)-N-(1-(quinolin-5-yl)cyclopropyl)benzamide